FC1=C(C(=CC=2NC(=NC21)OC=2C=CC(=C(C(=O)O)C2)C)F)C2=CC=C(C=C2)C2=CC=C(C=C2)CN2CCC(CC2)COC 5-((4,6-difluoro-5-(4'-((4-(methoxymethyl)piperidin-1-yl)methyl)-[1,1'-biphenyl]-4-yl)-1H-benzo[d]imidazol-2-yl)oxy)-2-methylbenzoic acid